[N+](=O)([O-])C1=CC(=C(C=C1)[2H])[N+](=O)[O-] 1,3-dinitrobenzene-4-d